BrCCN1N=C(C=C1C)C 1-(2-bromoethyl)-3,5-dimethyl-1H-pyrazole